1-(2,4-dichloropyridin-3-yl)-2,2,2-trifluoroethan-1-one ClC1=NC=CC(=C1C(C(F)(F)F)=O)Cl